CC(CCN1CCC2(C(C2)CNC=2N=NC(=CC2)C=2C=NC=CC2C(F)(F)F)CC1)(C)C N-[[6-(3,3-dimethylbutyl)-6-azaspiro[2.5]octan-2-yl]methyl]-6-[4-(trifluoromethyl)-3-pyridyl]pyridazin-3-amine